tert-butyl 4-amino-2,4-dimethyl-pyrrolidine-1-carboxylate NC1(CC(N(C1)C(=O)OC(C)(C)C)C)C